2-(4-Cyano-phenyl)-N-(5,6-dimethoxy-benzothiazol-2-yl)-2-[4-(2-morpholin-4-yl-ethoxy)-phenoxy]-acetamide C(#N)C1=CC=C(C=C1)C(C(=O)NC=1SC2=C(N1)C=C(C(=C2)OC)OC)OC2=CC=C(C=C2)OCCN2CCOCC2